4-(3-((4-amino-2-methylphenyl)amino)-1H-pyrazol-5-yl)phenol NC1=CC(=C(C=C1)NC1=NNC(=C1)C1=CC=C(C=C1)O)C